6-{5-chloro-2-[(oxan-4-yl)amino]pyrimidin-4-yl}-2-[(5-methyl-4H-1,2,4-triazol-3-yl)methyl]-2,3-dihydro-1H-isoindol-1-one ClC=1C(=NC(=NC1)NC1CCOCC1)C1=CC=C2CN(C(C2=C1)=O)CC1=NN=C(N1)C